3-((1,3-Dihydroxy-2-(hydroxymethyl)propan-2-yl)amino)propane-1-sulfonic acid OCC(CO)(CO)NCCCS(=O)(=O)O